2-CHLOROPYRIMIDINE-4-BORONIC ACID ClC1=NC=CC(=N1)B(O)O